epoxy-ketone CCCCCCC1=CC=C(C=C1)C(=O)C2CO2